FC1=C(C=CC=C1)N1CC(C1)C=1C=C2CCC(C2=CC1)N1CCCCC1 1-(5-(1-(2-fluorophenyl)azetidin-3-yl)-2,3-dihydro-1H-inden-1-yl)piperidine